N-hydroxyethoxy-3-(trimethoxysilyl)propylamine OCCONCCC[Si](OC)(OC)OC